4-Amino-1-[(1'r,2's,3'r,4'r)-2',3'-dihydroxy-4'-(hydroxymethyl)-cyclopentyl]-1H-[1,3,5]-triazin-2-one NC1=NC(N(C=N1)C1C(C(C(C1)CO)O)O)=O